1-aminopropanone HCl Cl.NCC(C)=O